C1(CC1)C=1C=C(C=2N(C1)C=C(N2)C(C(F)(F)F)O)N2C(N(C(C2)=O)C)=O 1-(6-cyclopropyl-2-(2,2,2-trifluoro-1-hydroxyethyl)imidazo[1,2-a]pyridin-8-yl)-3-methylimidazolidine-2,4-dione